O=C1OCC(=NN1)C1=CC(=C(C=C1)N1CC2(CS(C2)(=O)=O)C1)C(F)(F)F 6-[4-(2-Oxo-3,6-dihydro-2H-1,3,4-oxadiazin-5-yl)-2-(trifluoromethyl)phenyl]-2λ6-thia-6-azaspiro[3.3]heptane-2,2-dione